2-chloro-N-(2-(cyclohexylamino)-2-oxo-1-(pyridin-3-yl)ethyl)-N-(2-(trifluoromethyl)benzyl)acetamide ClCC(=O)N(CC1=C(C=CC=C1)C(F)(F)F)C(C(=O)NC1CCCCC1)C=1C=NC=CC1